7,9-dodecadien-1-yl acetate ((E,E)-7,9-dodecendien-1-yl acetate) C(=C\CCCC\C=C\C=CCC)/CC(=O)O.C(C)(=O)OCCCCCCC=CC=CCC